3-(5-(((R)-1-ethylpyrrolidin-3-yl)oxy)-1-oxoisoindolin-2-yl)piperidine-2,6-dione C(C)N1C[C@@H](CC1)OC=1C=C2CN(C(C2=CC1)=O)C1C(NC(CC1)=O)=O